C(C)C1N(C1CC)C(C(C(=O)[O-])(N1C(C1CC)CC)N1C(C1CC)CC)N1C(C1CC)CC tetra[2,3-diethyl-(1-aziridinyl)]propionate